(S)-4-trifluoromethylphenylalanine FC(C1=CC=C(C[C@H](N)C(=O)O)C=C1)(F)F